C(#N)C1=[N+](C=CC=C1)[O-] 2-cyanopyridine N-oxide